(Dihydro-5'H-dispiro[cyclopropane-1,1'-pyrrolizine-6',1''-cyclopropan]-7a'(7'H)-yl)methanol C12(CC1)CN1CCC3(C1(C2)CO)CC3